BrC1=CC=2C(N=C1)=NN(C2F)C(C)C 5-Bromo-3-fluoro-2-(propan-2-yl)-2H-pyrazolo[3,4-b]pyridine